[15N]ammonium chloride [Cl-].[15NH4+]